C(C=C)OC(C(=O)O)=C α-allyloxyacrylic acid